COC1=CC=C(C=C1)NC1(C(C=CC=C1)C)C1=CC=C(C=C1)I N-(4-methoxyphenyl)-1-(4-iodophenyl)toluidine